C(C)OC(C1=C(C=NN1CC(=O)OCC)C(=O)OCC)OCC ethyl 5-(diethoxymethyl)-1-(2-ethoxy-2-oxoethyl)-1H-pyrazole-4-carboxylate